FC1=C(C(=C2C=CNC2=C1)C1=CC=NN1)OC=1C=C(C=CC1)C=1NC(=CN1)CC=1C=C(C=CC1)C(C(=O)O)C (3-((2-(3-((6-fluoro-4-(1H-pyrazol-5-yl)-1H-indol-5-yl)oxy)phenyl)-1H-imidazol-5-yl)methyl)phenyl)propanoic acid